(R)-1-(3-fluorophenyl)ethyl (4-(5-(ethylsulfonamido)-6-methylpyridin-2-yl)-1-methyl-1H-1,2,3-triazol-5-yl)carbamate C(C)S(=O)(=O)NC=1C=CC(=NC1C)C=1N=NN(C1NC(O[C@H](C)C1=CC(=CC=C1)F)=O)C